FC1(CCC(CC1)ON=C(C)C=1C=C(C=NC1OC)CNS(=O)=O)F N-(5-(1-(((4,4-difluorocyclohexyl)oxy)imino)ethyl)-6-methoxypyridin-3-yl)methylsulfonamide